C(C)(C)(C)C(=O)C(=[N+]=[N-])S(=O)(=O)C1=CC=CC=C1 tert-butylcarbonyl-(phenylsulfonyl)diazomethane